[3-(2,3-Epoxypropoxy)propyl]triethoxysilane C(C1CO1)OCCC[Si](OCC)(OCC)OCC